C(C)OC(=O)C1=CN(C2=CC(=C(C=C2C1=O)Cl)N1[C@H](C[C@@H](C1)F)CO)C1=NC=CN=C1 6-chloro-7-[(2R,4S)-4-fluoro-2-(hydroxymethyl)pyrrolidin-1-yl]-4-oxo-1-(pyrazin-2-yl)-1,4-dihydroquinoline-3-carboxylic acid ethyl ester